CC1(C2=CC=CC=C2C=2C=CC=C(C12)C=1C=C(C2=CC=CC=C2C1)C1=CC(=CC2=CC=CC=C12)C1=CC=CC=2C3=CC=CC=C3C(C12)(C)C)C (S,S)-3,3'-bis(9,9-dimethylfluorenyl)-[1,1'-binaphthyl]